(2-methyl-1-propyl-1H-indol-3-yl)-1-naphthalenylmethanone CCCN1C(=C(C2=CC=CC=C21)C(=O)C3=CC=CC4=CC=CC=C43)C